O1CC(C1)N1[C@H]2[C@@](CCC1)(CCC2)COC=2N=C(C1=C(N2)C(=C(N=C1)C1=CC(=CC2=CC=C(C(=C12)C#C)F)O)F)N1CCOCCC1 4-(2-{[(4aS,7aR)-1-(oxetan-3-yl)-octahydro-1H-cyclopenta[b]pyridin-4a-yl]methoxy}-8-fluoro-4-(1,4-oxazepan-4-yl)pyrido[4,3-d]pyrimidin-7-yl)-5-ethynyl-6-fluoronaphthalen-2-ol